(S)-3-(methyl-(8-(trifluoromethoxy)quinolin-5-yl)amino)pyrrolidine-1-carboxylic acid tert-butyl ester C(C)(C)(C)OC(=O)N1C[C@H](CC1)N(C1=C2C=CC=NC2=C(C=C1)OC(F)(F)F)C